[Na]OS(=O)CCC(=O)OC methyl 3-(sodiooxysulfinyl)propanoate